{1-{1-[(2,6-dichlorophenyl)acetyl]piperidin-4-yl}-3-[4-(7H-pyrrolo[2,3-d]pyrimidin-4-yl)-1H-pyrazol-1-yl]azetidin-3-yl}acetonitrile ClC1=C(C(=CC=C1)Cl)CC(=O)N1CCC(CC1)N1CC(C1)(N1N=CC(=C1)C=1C2=C(N=CN1)NC=C2)CC#N